F[P-](F)(F)(F)(F)F.OC1=C(C(=O)C(C[N+]2=CC=C(C=C2)C2=CC=NC=C2)=O)C=CC=C1 1-(2-(2-hydroxybenzoyl)-2-oxoethyl)-[4,4'-bipyridin]-1-ium hexafluorophosphate